(2S,3R,5R)-3-(((4-(3,4-dihydroxybenzoyl)piperazine-1-carbonyl)oxy)methyl)-3-methyl-7-oxo-4-thia-1-azabicyclo[3.2.0]heptane-2-carboxylic acid OC=1C=C(C(=O)N2CCN(CC2)C(=O)OC[C@]2([C@@H](N3C(C[C@H]3S2)=O)C(=O)O)C)C=CC1O